C(C)(C)C=1C(=NNC1C=1C=C(C=2N(C1)N=CN2)OC)C=2SC(=C(N2)C)N2CCC(CC2)NC2CCOCC2 1-(2-(4-isopropyl-5-(8-methoxy-[1,2,4]triazolo[1,5-a]pyridin-6-yl)-1H-pyrazol-3-yl)-4-methylthiazol-5-yl)-N-(tetrahydro-2H-pyran-4-yl)piperidin-4-amine